O[C@@H]1C[C@H](N(C1)C([C@H](C(C)C)C1=CC(=NO1)N(C1CCNCC1)C)=O)C(=O)N[C@@H](C)C1=CC=C(C=C1)C1=C(N=CS1)C (2S,4R)-4-hydroxy-1-((R)-3-methyl-2-(3-(methyl(piperidin-4-yl)amino)isoxazol-5-yl)butanoyl)-N-((S)-1-(4-(4-methylthiazol-5-yl)phenyl)ethyl)pyrrolidine-2-carboxamide